C(N)([O-])=O.C(C1=CC=CC=C1)SSCC1=CC=CC=C1.[Zn+2].C(N)([O-])=O zinc dibenzyl disulfide carbamate